(2R,6R)-4-(8-iodo-5-quinolyl)-6-methyl-N-[(4-methylmorpholin-2-yl)methyl]morpholine-2-carboxamide IC=1C=CC(=C2C=CC=NC12)N1C[C@@H](O[C@@H](C1)C)C(=O)NCC1CN(CCO1)C